vinylbutylphosphonate C(=C)CCCCP([O-])([O-])=O